m-cumyl-benzene C(C)(C)(C1=CC=CC=C1)C=1C=CC=CC1